2-((4-chlorobenzyl)thio)-1H-benzo[d]imidazole ClC1=CC=C(CSC2=NC3=C(N2)C=CC=C3)C=C1